3-((4-(3-amino-1H-indazol-5-yl)pyridine-2-yl)amino)benzoic acid ethyl-3-((4-(3-amino-1H-indazol-5-yl)pyridine-2-yl)amino)benzoate C(C)OC(C1=CC(=CC=C1)NC1=NC=CC(=C1)C=1C=C2C(=NNC2=CC1)N)=O.NC1=NNC2=CC=C(C=C12)C1=CC(=NC=C1)NC=1C=C(C(=O)O)C=CC1